ClC1=C(C=C(C(=C1)F)C1=NC=C(C=C1Cl)C(F)(F)F)C1=NOC(C1)(C(=O)[O-])C 3-(2-chloro-5-(3-chloro-5-(trifluoromethyl)pyridine-2-yl)-4-fluorophenyl)-5-methyl-4,5-dihydroisoxazole-5-carboxylate